C(C)(C)(C)NC(=O)C1=NC=CC(=C1)NC(CC1=C(C(=CC=C1)F)Cl)=O N-tert-butyl-4-[[2-(2-chloro-3-fluoro-phenyl)acetyl]amino]pyridine-2-carboxamide